CN1C(C(=CC=C1C1=CC=CC=C1)C(=O)O)=O 1-methyl-2-oxo-6-phenyl-1,2-dihydropyridine-3-carboxylic acid